(R)-7-(7-(6-chloro-5-cyclopropyl-1H-indazol-4-yl)-2-((hexahydro-1H-pyrrolizin-7a-yl)methoxy)-5,6,7,8-tetrahydropyrido[3,4-d]pyrimidin-4-yl)-1,3,7-triazaspiro[4.5]decane-2,4-dione ClC1=C(C(=C2C=NNC2=C1)N1CC=2N=C(N=C(C2CC1)N1C[C@@]2(C(NC(N2)=O)=O)CCC1)OCC12CCCN2CCC1)C1CC1